2-(4-chloro-2,3-difluorophenyl)ethynyltrimethylsilane ClC1=C(C(=C(C=C1)C#C[Si](C)(C)C)F)F